O1COCC2=C1C=CC(=C2)C(O)C=2C=NC(=CC2)OC (4H-benzo[d][1,3]dioxin-6-yl)(6-methoxypyridin-3-yl)methanol